2-hydroxy-1-(4-(4-(2-hydroxy-2-methylpropanoyl)benzyl)phenyl)2-methylpropan-1-one OC(C(=O)C1=CC=C(C=C1)CC1=CC=C(C=C1)C(C(C)(C)O)=O)(C)C